1-(oxolan-3-yl)methanamine O1CC(CC1)CN